COC(CC1=C(C=C(C(=C1)F)C#N)F)=O 2-(4-Cyano-2,5-difluorophenyl)acetic acid methyl ester